FC1(CC(CC1)CC1=NOC(N1CC1=CC=C(C=C1)F)=O)F 3-[(3,3-difluorocyclopentyl)methyl]-4-[(4-fluorophenyl)methyl]-4,5-dihydro-1,2,4-oxadiazol-5-one